N-((1S)-(6-((5,5-difluoro-2-oxopiperidin-3-yl)methyl)imidazo[1,2-b]pyridazin-2-yl)(4,4-difluorocyclohexyl)methyl)-1-ethyl-1H-pyrazole-5-carboxamide FC1(CC(C(NC1)=O)CC=1C=CC=2N(N1)C=C(N2)[C@@H](NC(=O)C2=CC=NN2CC)C2CCC(CC2)(F)F)F